tert-butyl 5-(2-(1-(3-chloro-5-fluorophenyl)-1H-pyrazol-4-yl)propanamido)-3-cyclopropyl-1H-pyrazole-1-carboxylate ClC=1C=C(C=C(C1)F)N1N=CC(=C1)C(C(=O)NC1=CC(=NN1C(=O)OC(C)(C)C)C1CC1)C